2-(3-Bromophenoxy)-9-(4-(tert-butyl)pyrimidin-2-yl)-9H-carbazole BrC=1C=C(OC2=CC=3N(C4=CC=CC=C4C3C=C2)C2=NC=CC(=N2)C(C)(C)C)C=CC1